C(C(=O)O)(=O)O.ClC(C(C)O)(Cl)O dichloropropylene alcohol oxalate